CC(C(=O)O)=CC(=O)OC(CCC)(CCC)C 2-methyl-4-(4-methylheptan-4-yloxy)-4-oxobut-2-enoic acid